C1(CCC1)C1=CN=C(S1)C=1C(=NC(=NC1N)CC)N (5-cyclobutylthiazol-2-yl)-2-ethyl-pyrimidine-4,6-diamine